4-(1-(5-Bromo-3-nitropyridin-2-yl)piperidin-4-yl)morpholine BrC=1C=C(C(=NC1)N1CCC(CC1)N1CCOCC1)[N+](=O)[O-]